(E)-N-HYDROXYBENZO[D]THIAZOLE-7-CARBIMIDOYL CYANIDE O\N=C(/C1=CC=CC=2N=CSC21)\C#N